FC(C1=NN=CO1)F 5-(difluoromethyl)-1,3,4-oxadiazole